FC1=CC=C(C(=O)N2CCC(CC2)/C=C/C(=O)N2C(C=CCC2)=O)C=C1 (E)-1-(3-(1-(4-fluorobenzoyl)piperidin-4-yl)acryloyl)-5,6-dihydropyridin-2(1H)-one